CC=1N=C(SC1C(=O)OCC)NC1=NC(=CC(=N1)N(CC1=CC=CC=C1)C)N1CCN(CC1)C 4-Methyl-2-[[4-[methyl(phenylmethyl)amino]-6-(4-methyl-1-piperazinyl)-2-pyrimidinyl]amino]-5-thiazolecarboxylic acid, ethyl ester